C(=O)OO carbonyl-peroxyhydride